NC=1C=C(C(=C(C1)[C@@H](C)NC1=NC(=NC2=CC=C(C=C12)N(C=1C=C(C(=NC1)O)N1C(N(CC1)C)=O)C)C)F)C (R)-1-(5-((4-((1-(5-amino-2-fluoro-3-methylphenyl)ethyl)amino)-2-methylquinazolin-6-yl)(methyl)amino)-2-hydroxypyridin-3-yl)-3-methylimidazolin-2-one